OC1CCC2=CC=3CCCC3C(=C12)NC(=O)N=[S@](=O)(N)C=1SC(=CN1)C(C)(C)O (R)-N'-((3-hydroxy-1,2,3,5,6,7-hexahydro-s-indacen-4-yl)carbamoyl)-5-(2-hydroxypropan-2-yl)thiazole-2-sulfonimidamide